ClC=1C(=C(C(=CC1)OC)C1=CC(=NC=C1C(=O)NC=1SC=2N=C(N=CC2N1)OC[C@@H](C)O)C)F 4-(3-chloro-2-fluoro-6-methoxyphenyl)-N-(5-((R)-2-hydroxypropoxy)thiazolo[5,4-d]pyrimidin-2-yl)-6-methylnicotinamide